C(N)(=N)C=1C=CC2=C(NC(=N2)C2=CC=C(C=C2)NC(=O)C2NCCC2)C1 N-(4-(6-carbamimidoyl-1H-benzo[d]imidazol-2-yl)phenyl)pyrrolidine-2-carboxamide